6-(4-Fluoro-2-(4-methyl-4H-1,2,4-triazol-3-yl)phenyl)-2-(4-((((1-hydroxy-cyclopentyl)methyl)amino)methyl)-6-methylpyridin-2-yl)isoindolin-1-one FC1=CC(=C(C=C1)C1=CC=C2CN(C(C2=C1)=O)C1=NC(=CC(=C1)CNCC1(CCCC1)O)C)C1=NN=CN1C